3-phenyl-3-(4-(4-phenyl-piperazin-1-yl)phenyl)-13,13-dimethyl-6-methoxy-7-(4-(4-(4-(2-fluorobenzoyloxy)benzoyloxy)phenyl)piperazin-1-yl)-3H,13H-indeno[2',3':3,4]naphtho[1,2-b]pyran C1(=CC=CC=C1)C1(C=CC2=C(O1)C=1C=C(C(=CC1C1=C2C(C2=CC=CC=C21)(C)C)N2CCN(CC2)C2=CC=C(C=C2)OC(C2=CC=C(C=C2)OC(C2=C(C=CC=C2)F)=O)=O)OC)C2=CC=C(C=C2)N2CCN(CC2)C2=CC=CC=C2